4-(4-methylthiazol-5-yl)benzylamine CC=1N=CSC1C1=CC=C(CN)C=C1